tert-butyl (2S,4R)-2-(((R)-1-(4-(N-(tert-butoxycarbonyl)carbamimidoyl)thiophen-2-yl)ethyl)carbamoyl)-4-methoxypyrrolidine-1-carboxylate C(C)(C)(C)OC(=O)NC(=N)C=1C=C(SC1)[C@@H](C)NC(=O)[C@H]1N(C[C@@H](C1)OC)C(=O)OC(C)(C)C